carbene-nitrogen C=[N]